C(C)O/C=C/C1=NC(=CC(=N1)N1CCN(CC1)C(C)=O)C (E)-1-(4-(2-(2-ethoxyvinyl)-6-methylpyrimidin-4-yl)piperazin-1-yl)ethan-1-one